6-hydroxy-6-methyl-1,4-oxazepan-4-carboxylic acid tert-butyl ester C(C)(C)(C)OC(=O)N1CCOCC(C1)(C)O